BrC=1C=C(C=CC1)C1=NC(=CC=C1)C1=C(C=CC=C1)OCC1=CC=CC=C1 2-(3-bromophenyl)-6-(2-benzyloxyphenyl)pyridine